CC1=C(C=2C(=NC(C=3N(C2S1)C(=NN3)C)CC(=O)O)C3=CC=C(C=C3)OCCOC3CCNCC3)C 2-(2,3,9-trimethyl-4-(4-(2-(piperidin-4-yloxy)ethoxy)phenyl)-6H-thieno[3,2-f][1,2,4]triazolo[4,3-a][1,4]diazepin-6-yl)acetic acid